FC1=C(C=C(C=C1)C1=CC=C(C=C1)C=O)C(F)(F)F 4'-fluoro-3'-(trifluoromethyl)-[1,1'-biphenyl]-4-carbaldehyde